C(#C)C1=C2C=CC=CC2=CC(=C1F)F 5-ethynyl-6,7-difluoronaphthalen